N12CC(C(CC1)CC2)N(C(=O)OC(C)OC2=C(C=C(C(=C2)Cl)Cl)Cl)[C@H]2C(COC1=CC(=CC=C21)C=2C=NC(=CC2)OCC(F)(F)F)(C)C (2,4,5-trichlorophenoxy)ethanol (S)-quinuclidin-3-yl-(3,3-dimethyl-7-(6-(2,2,2-trifluoroethoxy)pyridin-3-yl)chroman-4-yl)carbamate